6-(4-fluoro-2,3-dimethyl-phenyl)pyrazolo[4,3-b]pyridin FC1=C(C(=C(C=C1)C=1C=C2C(=NC1)C=NN2)C)C